7-chloro-1-cyclopropyl-6-fluoro-1,2,3,4-tetrahydro-1,8-naphthyridin-4-one ClC1=C(C=C2C(CCN(C2=N1)C1CC1)=O)F